Zinc Manganese Telluride [Te-2].[Mn+2].[Zn+2].[Te-2]